1-(4-(2-Oxa-6-azaspiro[3.3]heptan-6-yl)cyclohexyl)-6-isopropyl-5-(8-methoxy-[1,2,4]triazolo[1,5-a]pyridin-6-yl)-1,3-dihydro-2H-benzo[d]imidazol-2-on C1OCC12CN(C2)C2CCC(CC2)N2C(NC1=C2C=C(C(=C1)C=1C=C(C=2N(C1)N=CN2)OC)C(C)C)=O